C1(=CC=CC=C1)NN1C=NCC1=O (phenylamino)-4,5-dihydro-1H-imidazol-5-one